NC12CCC(C1)(C2)C(=O)NC2=CC=C(C=C2)Cl 4-amino-N-(4-chlorophenyl)bicyclo[2.1.1]hexane-1-carboxamide